15-((2-heptylnonyl)oxy)-8,15-dioxopentadecanoic acid C(CCCCCC)C(COC(CCCCCCC(CCCCCCC(=O)O)=O)=O)CCCCCCC